5-Bromo-2-isopropyl-1,3-dimethoxybenzene BrC=1C=C(C(=C(C1)OC)C(C)C)OC